O1C(COCC1)COC1=CC(=C(C(=N1)CCC1=CC=C(OCC(=O)OCC)C=C1)C)O ethyl 2-(4-(2-(6-((1,4-dioxan-2-yl)methoxy)-4-hydroxy-3-methylpyridin-2-yl)ethyl)phenoxy)acetate